OC(=O)C(F)(F)F.CN(S(=O)(=O)C1=CC=C(C=C1)C=1C=NC=CC1)[C@H]1CNCC1 (R)-N-methyl-4-(pyridin-3-yl)-N-(pyrrolidin-3-yl)-benzenesulfonamide TFA salt